Diisononyl-cyclohexane C(CCCCCC(C)C)C1(CCCCC1)CCCCCCC(C)C